2,6-difluoro-4-(trifluoromethyl)benzonitrile FC1=C(C#N)C(=CC(=C1)C(F)(F)F)F